[N+](=O)([O-])C1=C(CN[C@@H](C(C)C)C(=O)OC)C=CC=C1 Methyl (2-nitrobenzyl)-L-valinate